FC=1C=CC(=C(C(=O)N2[C@@H](COCC2)C)C1)C=1C=2N(C=C(C1)C1CN(C1)[C@H](CO[C@@H]1CN(CCC1)C)C(C)C)C(=NC2F)C (3R)-4-[5-fluoro-2-(1-fluoro-3-methyl-6-{1-[(2S)-3-methyl-1-{[(3S)-1-methylpiperidin-3-yl]oxy}butan-2-yl]azetidin-3-yl}imidazo[1,5-a]pyridin-8-yl)benzoyl]-3-methylmorpholine